COC(=O)C1CCN(CC1)C(C)C1=C(C=C(C=C1)C1CNC1)C.FC1=CC=C(C=C1)C1(C2=CC=CC=C2N2C1NC1=CC=CC=C1C2=O)C 6-(4-fluorophenyl)-6-methyl-5,5a,6,12-tetrahydroindolo[2,1-b]quinazolin-12-one methyl-1-(1-(4-(azetidin-3-yl)-2-methylphenyl)ethyl)piperidine-4-carboxylate